FC(S(=O)(=O)OCC(CCC=1C=C2C(=NC=NN2C1)C1=CC(=C(C=C1)CNC(=O)C1=NOC(=N1)C(C)(C)C)C)(F)F)(F)F [4-[4-[4-[[(5-tert-butyl-1,2,4-oxadiazole-3-carbonyl)amino]methyl]-3-methyl-phenyl]pyrrolo[2,1-f][1,2,4]triazin-6-yl]-2,2-difluoro-butyl] trifluoromethanesulfonate